CN1NC(C2=CC(=C(C=C12)C)[N+](=O)[O-])=O 1,6-dimethyl-5-nitro-1H-indazol-3(2H)-one